CC1=CC=C(C=C1)C1(NC(C2=CC=CC=C12)=O)O 3-(p-methylphenyl)-3-hydroxyisoindolin-1-one